3-(isoquinolin-4-yl)-1-(2-methylpyridin-3-yl)-2-oxoimidazolidine-4-carbonitrile C1=NC=C(C2=CC=CC=C12)N1C(N(CC1C#N)C=1C(=NC=CC1)C)=O